OC=1C=C(C=CC1OC)[C@@H](C)NC(C1=C(C=CC(=C1)N1CCN(CC1)C)C)=O N-[(1R)-1-(3-hydroxy-4-methoxy-phenyl)ethyl]2-methyl-5-(4-methylpiperazin-1-yl)benzamide